Cl.NC(C(C(C[C@@H]1[C@H](C1)C)NC(=O)[C@@H]1[C@H]2C([C@H]2CN1)(C)C)O)=O (1R,2S,5S)-N-(4-amino-3-hydroxy-1-((1R,2S)-2-methylcyclopropyl)-4-oxobutan-2-yl)-6,6-dimethyl-3-azabicyclo[3.1.0]hexane-2-carboxamide hydrochloride